2-iodo-2-bromoacetic acid IC(C(=O)O)Br